FC=1C=C(C=C(C1)F)[C@@H]1CCN2N1C(C1(C2)CCN(CC1)C1=NC=C(C#N)C(=C1)OC(C)C)=O (S)-6-(7'-(3,5-difluorophenyl)-1'-oxodihydro-1'H,3'H,5'H-spiro[piperidine-4,2'-pyrazolo[1,2-a]pyrazol]-1-yl)-4-isopropoxynicotinonitrile